1-(3,5-bis(trifluoromethyl)benzyl)-4-nitro-1H-pyrazole FC(C=1C=C(CN2N=CC(=C2)[N+](=O)[O-])C=C(C1)C(F)(F)F)(F)F